FC(C1=NC(=NO1)C1=CC=C(C(=O)O)C=C1)(F)F 4-(5-(trifluoromethyl)-1,2,4-oxadiazol-3-yl)benzoic acid